CC1=C(C=C(C=C1)N1C(C=CC2=CN=C3C(=C12)C=C(C=C3)C3=CC=C(C=C3)NS(=O)(=O)C)=O)NC(C=C)=O N-[2-Methyl-5-[9-[4-[(methylsulfonyl)amino]phenyl]-2-oxobenzo[h]-1,6-naphthyridin-1(2H)-yl]phenyl]-2-propenamide